2-chloropyridin-4-ol ClC1=NC=CC(=C1)O